C1(CC1)NC1=CC=C(C=N1)C1=C(C=NN1C1CCOCC1)C(=O)N[C@@H]1C(NC2=C(C(=N1)C1=CC=CC=C1)C=CC=C2F)=O 5-[6-(cyclopropylamino)pyridin-3-yl]-1-(oxacyclohex-4-yl)-N-[(3S)-9-fluoro-2-oxo-5-phenyl-1,3-dihydro-1,4-benzodiazepine-3-yl]Pyrazole-4-carboxamide